N4,N4-diethylbutane-1,4-diamine C(C)N(CCCCN)CC